C1=CC(=CC(=C1)I)CSC2=NN=C(O2)C3=CC=NC=C3 2-thio(3-iodobenzyl)-5-(1-pyridyl)-[1,3,4]-oxadiazole